C[C@@]1(C2=C(NC=3N=CC=C(C13)CC(F)(F)F)CC(CC2=O)(C)C)C2=CC=CC=C2 (R)-5,8,8-trimethyl-5-phenyl-4-(2,2,2-trifluoroethyl)-7,8,9,10-tetrahydrobenzo[b][1,8]naphthyridin-6(5H)-one